C(C)(C)(C)OC(=O)NC/C(/CN1C=C(C=C1)C(=O)N)=C\F (E)-1-(2-(tert-butoxycarbonyl)aminomethyl-3-fluoroallyl)-1H-pyrrole-3-carboxamide